Methyl-(R)-(1-(4-fluoro-3-(trifluoromethyl) phenyl)cyclopropyl) ((4-methylmorpholin-3-yl)methyl)-Carbamat CN1C(COCC1)CNC(O[C@]1(C(C1)C)C1=CC(=C(C=C1)F)C(F)(F)F)=O